6-(2-chlorobenzyl)-3-(((1,4-dihydroquinazolin-2-yl)thio)methyl)-5,6-dihydroimidazo[2,1-b]thiazole dihydrochloride Cl.Cl.ClC1=C(CC2N=C3SC=C(N3C2)CSC=2NC3=CC=CC=C3CN2)C=CC=C1